C(C1=CC=CC=C1)NC1=NC=NC(=C1\N=C\C1=CC(=C(OCCN2CCN(CC2)C(=O)OC(C)(C)C)C=C1Cl)Cl)OC1(CC1)C tert-butyl (E)-4-(2-(4-(((4-(benzylamino)-6-(1-methylcyclopropoxy)pyrimidin-5-yl)imino)methyl)-2,5-dichlorophenoxy)ethyl)piperazine-1-carboxylate